(R)-N-(4-(1-methyl-2-oxoindolin-6-yl)-5,6,7,8-tetrahydroisoquinolin-8-yl)propanamide CN1C(CC2=CC=C(C=C12)C1=CN=CC=2[C@@H](CCCC12)NC(CC)=O)=O